C(#N)C1=CC(=C(COC2=CC=CC(=N2)C2=CC(=C(OC3=NC4=C(N3C[C@H]3OCC3)C=C(C=C4)C(=O)OC)C=C2)F)C=C1)F methyl (S)-2-(4-(6-((4-cyano-2-fluorobenzyl) oxy) pyridin-2-yl)-2-fluorophenoxy)-1-(oxetan-2-ylmethyl)-1H-benzo[d]imidazole-6-carboxylate